(3R,4R)-4-Fluoro-1-methylpyrrolidin-3-yl (8-amino-7-fluoro-6-(8-methyl-2,3-dihydro-1H-pyrido[2,3-b][1,4]oxazin-7-yl)isoquinolin-3-yl)carbamate NC=1C(=C(C=C2C=C(N=CC12)NC(O[C@@H]1CN(C[C@H]1F)C)=O)C1=C(C2=C(OCCN2)N=C1)C)F